Cl.FC=1C=C(C=CC1C1CCNCC1)C1C(NC(CC1)=O)=O 3-(3-fluoro-4-(piperidin-4-yl)phenyl)piperidine-2,6-dione hydrochloride